[Cl-].CN1C=[NH+]C=C1 1-methylimidazolium chloride salt